9-(((5-bromo-2-(2,6-dioxopiperidin-3-yl)-1-oxoisoindolin-4-yl)oxy)methyl)-3-azaspiro[5.5]undec-8-ene-3-carboxylic acid tert-butyl ester C(C)(C)(C)OC(=O)N1CCC2(CC1)CC=C(CC2)COC2=C1CN(C(C1=CC=C2Br)=O)C2C(NC(CC2)=O)=O